FC1(CCCC2=CC=CC=C12)F difluoro-1,2,3,4-tetrahydronaphthalen